N-(4-cyclopropyl-2,6-diethylphenyl)-3,5-bis(trifluoromethyl)benzenesulfonamide C1(CC1)C1=CC(=C(C(=C1)CC)NS(=O)(=O)C1=CC(=CC(=C1)C(F)(F)F)C(F)(F)F)CC